3,5-difluoro-N-[(5-fluoro-4-methoxypyridin-3-yl)methyl]-4-methoxybenzamide FC=1C=C(C(=O)NCC=2C=NC=C(C2OC)F)C=C(C1OC)F